(3S)-3-(5-(2,6-dimethylphenyl)pyridin-3-yl)-3-(2-(5-(((R)-3-fluoropyrrolidin-1-yl)methyl)-2-oxopyridin-1(2H)-yl)-4-methylpentanamido)propanoic acid CC1=C(C(=CC=C1)C)C=1C=C(C=NC1)[C@H](CC(=O)O)NC(C(CC(C)C)N1C(C=CC(=C1)CN1C[C@@H](CC1)F)=O)=O